BrC=1SC(=NN1)C1=CC=CC=C1 2-bromo-5-phenyl-1,3,4-thiadiazole